NC1=NNC=2C1=NC(=CC2CN2CC(C2)O)C=2C=C1CN(C(C1=CC2)=O)C2C(NC(CC2)=O)=O 3-(5-(3-amino-7-((3-hydroxyazetidin-1-yl)methyl)-1H-pyrazolo[4,3-b]pyridin-5-yl)-1-oxoisoindolin-2-yl)piperidine-2,6-dione